[C@@H]1([C@H](O)[C@H](O)[C@@H](NO)O1)N1C(=O)N=C(N)C=C1 5'-azacytidine